COC1=CC=C(C=C1)C1=CC=C(C(=O)NC2(CCNCC2)C(=O)N)C=C1 4-[[4-(4-methoxyphenyl)benzoyl]amino]piperidine-4-carboxamide